1-(8-cyano-2-carbonyl-1,2-dihydrobenzo[cd]indol-6-yl)-5-(trifluoromethyl)-N-(2-(trifluoromethyl)pyridin-4-yl)-1H-pyrazole-4-carboxamide C(#N)C=1C=C(C=2C3=C(C(NC13)=C=O)C=CC2)N2N=CC(=C2C(F)(F)F)C(=O)NC2=CC(=NC=C2)C(F)(F)F